trimethyl-indium tungsten [W].C[In](C)C